4-bromo-2-fluorophenyl 3-fluoropyrrolidine-1-carboxylate FC1CN(CC1)C(=O)OC1=C(C=C(C=C1)Br)F